C/C(/C=O)=C\C(CC=C(C)C)(C=1C=C(C=CC1)C)C (E)-2,4,7-trimethyl-4-(m-tolyl)octa-2,6-dienal